C(C)OC(=O)C1(CC2=C(C(=CS2)C(=O)O)CC1)C 6-ethoxycarbonyl-6-methyl-5,7-dihydro-4H-benzothiophene-3-carboxylic acid